N,N-diethyl-1-(oxetan-3-yl)piperidine-4-carboxamide C(C)N(C(=O)C1CCN(CC1)C1COC1)CC